3,5,5-trimethyl-hexyl 1,3-dimethyl-butyl ether CC(CC(C)C)OCCC(CC(C)(C)C)C